tert-butyl 3-((3-((2-ethyl-4-((3-(3-(trifluoromethyl)-1H-pyrazol-4-yl)imidazo[1,2-a]pyrazin-8-yl)amino)benzamido)methyl)pyrrolidin-1-yl)methyl)azetidine-1-carboxylate C(C)C1=C(C(=O)NCC2CN(CC2)CC2CN(C2)C(=O)OC(C)(C)C)C=CC(=C1)NC=1C=2N(C=CN1)C(=CN2)C=2C(=NNC2)C(F)(F)F